N1C(=CC=C1)C1=CC=C(C2=CC=CC=C12)O 4-pyrrolyl-naphthol